N1C=CC=2C1=NC=C(C2)OC=2C(=C1C(=NC2)N=C(N1C)NC1=NN(C(=C1)C(F)(F)F)C1CC2(C1)CCOCC2)C#N 6-((1H-pyrrolo[2,3-b]pyridin-5-yl)oxy)-2-((1-(7-oxaspiro[3.5]nonan-2-yl)-5-(trifluoromethyl)-1H-pyrazol-3-yl)amino)-1-methyl-1H-imidazo[4,5-b]pyridine-7-carbonitrile